cyano-tetraphenyl-ethylene C(#N)C1=C(C=CC=C1)C(=C(C1=CC=CC=C1)C1=CC=CC=C1)C1=CC=CC=C1